2-Chloro-5-methyl-N4-(3-[(1-methylethyl)sulfonamido]phenyl)pyrimidine-4-amine ClC1=NC=C(C(=N1)NC1=CC(=CC=C1)NS(=O)(=O)C(C)C)C